6-Chloro-2-[4-(4-ethylpiperazin-1-yl)phenyl]-N-[1-(4-methoxybenzyl)piperidin-4-yl]-3H-imidazo[4,5-b]pyridin-7-amine ClC=1C(=C2C(=NC1)NC(=N2)C2=CC=C(C=C2)N2CCN(CC2)CC)NC2CCN(CC2)CC2=CC=C(C=C2)OC